CC1=CC(=C(N(C1=O)C)NC2=C(C=C(C=C2)I)F)C(=O)NOCCO 2-(2-fluoro-4-iodophenylamino)-N-(2-hydroxyethoxy)-1,5-dimethyl-6-oxo-1,6-dihydropyridine-3-carboxamide